C(=O)(OC(C)(C)C)N[C@@H](C(C)CN)C(=O)O Boc-4-aminovaline